BrC=1C=CC=C2C(C(NC12)=O)=O 7-bromo-1H-indole-2,3-dione